BrC=1N(C=C(N1)S(=O)(=O)NC=1C=CC=C2C(=CNC12)C#N)CC(C)(C)O 2-bromo-N-(3-cyano-1H-indol-7-yl)-1-(2-hydroxy-2-methylpropyl)imidazole-4-sulfonamide